OCCOC1=C(C=CC=C1)OCCO 1,2-di(2-hydroxyethoxy)benzene